4-(2-((4-(1-((ethoxycarbonyl)oxy)ethoxy)-4-oxobutyl)amino)-4-(trifluoromethyl)benzyl)piperazine-1-carboxylic acid 1,1,1,3,3,3-hexafluoropropan-2-yl ester FC(C(C(F)(F)F)OC(=O)N1CCN(CC1)CC1=C(C=C(C=C1)C(F)(F)F)NCCCC(=O)OC(C)OC(=O)OCC)(F)F